ClC1=CC=C(C=C1)C=1NN(CCC1C1=CC=CC=C1)S(=O)(=O)C1=CC=C(C=C1)C(F)(F)F 3-(4-chlorophenyl)-4-phenyl-N-((4-(trifluoromethyl)phenyl)sulfonyl)-5,6-dihydropyridazine